(S)-2-phenylpropylamine C1(=CC=CC=C1)[C@@H](CN)C